(R)-2-methyl-3-{1-[3-(2-methylbenzothiazol-6-yl)propylcarbamoyl]cyclopentyl}propanoic acid C[C@@H](C(=O)O)CC1(CCCC1)C(NCCCC1=CC2=C(N=C(S2)C)C=C1)=O